(Z)-2-cyano-3-hydroxy-3-(5-methylisoxazol-4-yl)-N-(4-(N-phenylsulfamoyl)phenyl)acrylamide C(#N)/C(/C(=O)NC1=CC=C(C=C1)S(NC1=CC=CC=C1)(=O)=O)=C(\C=1C=NOC1C)/O